4-pentylphenyl 2-chloro-4-(4-pentylbenzoyloxy)benzoate ClC1=C(C(=O)OC2=CC=C(C=C2)CCCCC)C=CC(=C1)OC(C1=CC=C(C=C1)CCCCC)=O